C(C=C)N(C(C(F)(F)Br)=O)C1CCCC1 N-allyl-2-bromo-N-cyclopentyl-2,2-difluoroacetamide